tert-butyl (2R,3S)-3-((tert-butyldiphenylsilyl)oxy)-2-ethylpyrrolidine-1-carboxylate [Si](C1=CC=CC=C1)(C1=CC=CC=C1)(C(C)(C)C)O[C@@H]1[C@H](N(CC1)C(=O)OC(C)(C)C)CC